C[C@@H](CC)NC(O[C@H]1C[C@H](CC1)C1=CC(=NN1)NC(CC=1OC(=CN1)C)=O)=O (1R,3S)-3-(3-{[(5-methyl-1,3-oxazol-2-yl)acetyl]amino}-1H-pyrazol-5-yl)cyclopentyl (2S)-butan-2-ylcarbamate